(2S)-2-(4-hydroxypiperidin-1-yl)-N-[(3R,5S)-5-methyl-1-[8-(trifluoromethyl)quinoxalin-5-yl]Piperidin-3-yl]Propionamide sodium glutamate N[C@@H](CCC(=O)[O-])C(=O)[O-].[Na+].OC1CCN(CC1)[C@H](C(=O)N[C@H]1CN(C[C@H](C1)C)C1=C2N=CC=NC2=C(C=C1)C(F)(F)F)C.[Na+]